CC=1C(=C2C=CNC2=C(C1)C)C[C@H]1[C@@H](CN(CC1)C1COC1)C1=CC=C(C(=O)O)C=C1 4-((3r,4r)-4-((5,7-dimethyl-1H-indol-4-yl)methyl)-1-(oxetan-3-yl)piperidin-3-yl)benzoic acid